diethylsilyl-bis(trimethylcyclopentadienyl)zirconium difluoride [F-].[F-].C(C)[SiH](CC)[Zr+2](C1(C(=C(C=C1)C)C)C)C1(C(=C(C=C1)C)C)C